tert-butyl 3-oxocyclobutanecarboxylate O=C1CC(C1)C(=O)OC(C)(C)C